S1C(SCC1)C=1C=C(C=2C3C(C(OC2C1)(C)C)CC=C(C3)C)O 3-[1,3]Dithiolan-2-yl-6,6,9-trimethyl-6a,7,10,10a-tetrahydro-6H-benzo[c]chromen-1-ol